3-((6-ethynylquinolin-4-yl)amino)-N-(3-(pyridin-4-ylamino)phenyl)benzamide C(#C)C=1C=C2C(=CC=NC2=CC1)NC=1C=C(C(=O)NC2=CC(=CC=C2)NC2=CC=NC=C2)C=CC1